(3,4-dihydroquinolin-1(2H)-yl)(4-(5-(thiophen-3-yl)-5-(trifluoromethyl)-4,5-dihydroisoxazol-3-yl)phenyl)methanone N1(CCCC2=CC=CC=C12)C(=O)C1=CC=C(C=C1)C1=NOC(C1)(C(F)(F)F)C1=CSC=C1